C(CCC)C1=CC=C(C=C1)C(=C)P(C1=CC=CC=C1)(C1=CC=CC=C1)=O (1-(4-butylphenyl)vinyl)diphenylphosphine oxide